FC=1C=C(C=NC1)NC=1C=CC=2N(C1)C(=CN2)C2=NC=NC=C2C 4-(6-((5-fluoropyridin-3-yl)amino)imidazo[1,2-a]Pyridin-3-yl)-5-methylpyrimidine